3-(6-fluoropyridin-3-yl)aniline FC1=CC=C(C=N1)C=1C=C(N)C=CC1